NC=1C2=C(N=CN1)N(C(=C2C2=CC[C@H](CC2)C(=O)N2[C@@H](CCC2)C#N)C=2C=NC(=CC2C)C#C[Si](C)(C)C(C)(C)C)C (S)-1-((S)-4-(4-amino-6-(6-((tert-butyldimethylsilyl)ethynyl)-4-methylpyridin-3-yl)-7-methyl-7H-pyrrolo[2,3-d]pyrimidin-5-yl)cyclohex-3-ene-1-carbonyl)pyrrolidine-2-carbonitrile